ethyl 5-(3-(aminomethyl)phenyl)-3-((2-(2-ethoxy-2-oxoethyl)phenoxy)methyl)benzofuran-2-carboxylate NCC=1C=C(C=CC1)C=1C=CC2=C(C(=C(O2)C(=O)OCC)COC2=C(C=CC=C2)CC(=O)OCC)C1